3-[[(3R)-1-[[1-(2,6-dioxopiperidin-3-yl)-3-methyl-2-oxo-1,3-benzodiazol-5-yl]methyl]pyrrolidin-3-yl]oxy]propanal O=C1NC(CCC1N1C(N(C2=C1C=CC(=C2)CN2C[C@@H](CC2)OCCC=O)C)=O)=O